FC1=C(C=CC=C1B1OC(C(O1)(C)C)(C)C)S(=O)(C)=NC(O)=O.FC=1C(=CC(=C(C1)C(=O)N)N1CCC2(CC2)CC1)I 5-fluoro-4-iodo-2-(6-azaspiro[2.5]octane-6-yl)benzeneFormamide ((2-fluoro-3-(4,4,5,5-tetramethyl-1,3,2-dioxaborolan-2-yl)phenyl)(methyl)(oxo)-λ6-sulfaneylidene)carbamate